C(C)OC(C[C@@H](C=1C=C(C=CC1)C1=C(C(=CC=C1)OC)OC)N)=O (S)-3-amino-3-(2',3'-dimethoxybiphenyl-3-yl)propionic acid ethyl ester